C(C(C)(C)C)(=O)N1C2=CC=C(C=C2S(C=2C=C(C=CC12)C(C1=CC=CC=C1)(C)C)(=O)=O)C(C1=CC=CC=C1)(C)C 10-pivaloyl-3,7-bis(alpha,alpha-dimethylbenzyl)-10H-phenothiazine-5,5-dioxide